CN1[C@@H](CC2=CC=C(C=C2)OC3=CC4=CC(=C3O)C5=CC6=C(C=C5)C(=CN6)C[C@H](C(=O)N[C@@H](C(=O)N[C@H]4C(=O)N[C@@H](C1=O)C7=CC(=C(C(=C7)Cl)O)Cl)C8=CC(=C(C(=C8)Cl)O)Cl)NC(=O)C(=O)C9=CC(=C(C(=C9)Cl)O)Cl)C(=O)N[C@H](C1=CC=C(C=C1)O)C(=O)O The molecule is a heterodetic cyclic peptide consisting of N-acylated trytophan, 3,5-dichloro-4-hydroxyphenylglycine, 4-hydroxyphenylglycine, 3,5-dichloro-4-hydroxyphenylglycyl, tyrosine and 4-hydroxyphenylglycine residues joined in sequence and in which the side-chain of the central 4-hydroxyphenylglycine residue is attached to the side-chain of the tryptophan via a C3-C6 bond and to the side-chain of the tyrosine via an ether bond from C5. It is isolated from the culture broth of Streptomyces and has anti-HIV-1 activity. It has a role as a metabolite, an antimicrobial agent and an anti-HIV-1 agent. It is a member of indoles, a cyclic ether, a heterodetic cyclic peptide, an organochlorine compound, a peptide antibiotic and a polyphenol.